4,5-dihydroxyethyleneurea C1(C(NC(=O)N1)O)O